C1(=CC=C(C=C1)C1=C2C(=NNC2=CC=C1)NCC1=C(C(=O)N)C=CC=C1)C=1CCCCC1 (((4-(2',3',4',5'-tetrahydro-[1,1'-biphenyl]-4-yl)-1H-indazol-3-yl)amino)methyl)benzamide